(S)-N-((S)-3-oxo-1-((S)-2-oxopyrrolidin-3-yl)-4-(trifluoromethoxy)butan-2-yl)-5-((S)-2-phenylpropanoyl)-5-azaspiro[2.4]heptane-6-carboxamide O=C([C@H](C[C@H]1C(NCC1)=O)NC(=O)[C@H]1N(CC2(CC2)C1)C([C@@H](C)C1=CC=CC=C1)=O)COC(F)(F)F